N-methoxy-4-(methylthio)butanamide CONC(CCCSC)=O